ClC1=C(C(=CC(=C1)N1CC(CCC1)(CCC1=CC(=CC=C1)C(F)(F)F)N(C)C)F)S(=O)(=O)NC1=NC=NC=C1 2-Chloro-4-(3-(dimethylamino)-3-(3-(trifluoromethyl)phenethyl)piperidin-1-yl)-6-fluoro-N-(pyrimidin-4-yl)benzenesulfonamide